Ethyl (1R,2R)-2-(4-bromo-3-fluorophenyl)cyclopropane-1-carboxylate BrC1=C(C=C(C=C1)[C@H]1[C@@H](C1)C(=O)OCC)F